2-[[2-bromo-5-[3,5-dimethyl-1-(2-trimethylsilylethoxymethyl)pyrazol-4-yl]-3-pyridyl]oxymethoxy]ethyl-trimethyl-silane BrC1=NC=C(C=C1OCOCC[Si](C)(C)C)C=1C(=NN(C1C)COCC[Si](C)(C)C)C